ClC=1C=C(C=CC1N1C(N(C=C1)C)=O)C1=C(C(=CC(=C1)F)C1=CC(=NC=C1)N1C[C@H](N(CC1)C(=O)OC(C)(C)C)COC)OC (S)-tert-butyl 4-(4-(3'-chloro-5-fluoro-2-methoxy-4'-(3-methyl-2-oxo-2,3-dihydro-1H-imidazol-1-yl)-[1,1'-biphenyl]-3-yl)pyridin-2-yl)-2-(methoxymethyl)piperazine-1-carboxylate